BrC1=CC=CC2=C1SCC1=C(C2=O)C=CC(=C1F)F 4-bromo-7,8-difluorodibenzo[b,e]thiepin-11(6H)-one